C1(=CC=CC=C1)C=1C(=C(C(=C(C1)C1=CC=CC=C1)C1=NN=NC(=C1C1=CC=CC=C1)C1=CC=CC=C1)C1=CC=CC=2C3=CC=CC=C3CC12)C1=CC=CC=C1 diphenylfluorenyl-(diphenyltriazinyl)biphenyl